C(CCC)N[SiH](NCCCC)NCCCC tris(n-butylamino)silane